C(C)OC(C1=CN=C(C=C1NC1=CC(=C2N(O1)C1(NO2)CCCCC1)C)NCC1=CC(=C(C=C1)C)C)=O 6-((3,4-dimethylbenzyl)amino)-4-((8'-methyl-1',5'-dioxa-1',5'-dihydro-2'H-spiro[cyclohexane-1,3'-imidazo[1,5-a]pyridin]-6'-yl)amino)nicotinic acid ethyl ester